S(=O)(O)OS(=O)[O-] hydrogen disulphite